N-[2-[2-(dimethylamino)ethyl-methyl-amino]-4-methoxy-5-[[4-(1-methylindol-3-yl)-pyrimidin-2-yl]amino]phenyl]-2-(hydroxymethyl)prop-2-enamide CN(CCN(C1=C(C=C(C(=C1)OC)NC1=NC=CC(=N1)C1=CN(C2=CC=CC=C12)C)NC(C(=C)CO)=O)C)C